sulfonyl-tellurium S(=O)(=O)=[Te]